N-(3-(3-methoxy-4-cyanophenoxy)-2,2,4,4-tetramethylcyclobutyl)acetamide COC=1C=C(OC2C(C(C2(C)C)NC(C)=O)(C)C)C=CC1C#N